ClC1=C(C(=CC=C1)C)NC(=O)C1=CN=C(S1)NC1=CC(=NC(=N1)C)N1[C@H]2CN([C@@H](C1)C2)CCCC(=O)OC methyl 4-((1R,4R)-5-(6-((5-((2-chloro-6-methylphenyl)carbamoyl)thiazol-2-yl)amino)-2-methylpyrimidin-4-yl)-2,5-diazabicyclo[2.2.1]heptan-2-yl)butanoate